tetraheptyl orthocarbonate C(OCCCCCCC)(OCCCCCCC)(OCCCCCCC)OCCCCCCC